(cis)-4-(4-bromo-2-oxo-2,3-dihydro-1H-1,3-benzodiazol-1-yl)-N-(3-fluoro-4-methoxyphenyl)cyclohexane-1-carboxamide BrC1=CC=CC=2N(C(NC21)=O)[C@H]2CC[C@H](CC2)C(=O)NC2=CC(=C(C=C2)OC)F